3-[1-(2,2,3,3,3-pentafluoropropyl)-1H-pyrazol-4-yl]-2-(trifluoromethyl)-4H,6H,7H,9H-pyrimido[2,1-c][1,4]oxazin-4-one FC(CN1N=CC(=C1)C1=C(N=C2COCCN2C1=O)C(F)(F)F)(C(F)(F)F)F